[Cl-].C(CC)O[Ti+](OCCC)OCCC tripropoxytitanium chloride